1-(2-(3-chloro-5-fluorobenzyl)pyridin-4-yl)-1,5,6,7-tetrahydro-4H-pyrazolo[4,3-c]pyridin-4-one ClC=1C=C(CC2=NC=CC(=C2)N2N=CC=3C(NCCC32)=O)C=C(C1)F